4,4'-bis(2-anilino-4-morpholinyl-1,3,5-triazin-6-ylamino)stilbene-2,2'-disulphonic acid N(C1=CC=CC=C1)C1=NC(=NC(=N1)N1CCOCC1)NC=1C=C(C(=CC1)C=CC=1C(=CC(=CC1)NC1=NC(=NC(=N1)NC1=CC=CC=C1)N1CCOCC1)S(=O)(=O)O)S(=O)(=O)O